FC=1C=CC(=C(C(=O)NCC2=CC=C(C=C2)C=2N(N=C3C2C(=NC=C3C(=O)N)N3CCCC3)CC3=CC=C(C=C3)OC)C1)OC (4-((5-fluoro-2-methoxybenzoylamino)methyl)phenyl)-2-(4-methoxybenzyl)-4-(pyrrolidin-1-yl)-2H-pyrazolo[4,3-c]Pyridine-7-carboxamide